(3-(5-chloro-2-((3-cyclopropyl-5-(((3R,5S)-3,5-dimethylpiperazine-1-yl)methyl)phenyl)amino)pyrimidine-4-yl)-1H-indole-6-yl)methanol ClC=1C(=NC(=NC1)NC1=CC(=CC(=C1)CN1C[C@H](N[C@H](C1)C)C)C1CC1)C1=CNC2=CC(=CC=C12)CO